BrC1=C2C(=CNC2=CC=C1)CC1=NC=CC=C1 4-bromo-3-(pyridin-2-ylmethyl)-1H-indole